Cl.ClC1=CC=C(C=N1)COC1=C(C=C(C=C1)CNCC(O)C1=CC(=C(C=C1)OC)OC)OC N-[[4-[(6-chloro-3-pyridinyl)methoxy]-3-methoxyphenyl]methyl]-3,4-dimethoxy-phenylethanolamine hydrochloride